C(C)(C)(C)OC(=O)N[C@@H]1CC(CC1=O)C(=O)[O-] (3R)-3-((tert-butoxycarbonyl)amino)-4-oxocyclopentane-1-carboxylate